3-chloro-4-(4-((dimethylamino)methyl)-2-azabicyclo[2.1.1]hexan-2-yl)-2,6-difluoro-N-(6-fluoropyridin-2-yl)benzenesulfonamide ClC=1C(=C(C(=CC1N1C2CC(C1)(C2)CN(C)C)F)S(=O)(=O)NC2=NC(=CC=C2)F)F